3-((5-amino-2-fluorophenyl)((tert-butylsulfinyl)amino)methyl)-2-oxopyrrolidine-1-carboxylic acid tert-butyl ester C(C)(C)(C)OC(=O)N1C(C(CC1)C(NS(=O)C(C)(C)C)C1=C(C=CC(=C1)N)F)=O